ethyl 5-bromo-7-methoxybenzofuran-3-carboxylate BrC=1C=C(C2=C(C(=CO2)C(=O)OCC)C1)OC